ClCCOCCCl bis[2-chloroethyl]ether